2,5-di-t-butyl-1,4-bis(2-methoxyethoxy)benzene C(C)(C)(C)C1=C(C=C(C(=C1)OCCOC)C(C)(C)C)OCCOC